((6-fluoropyridin-2-yl)Amino)-N-isopropoxynicotinamide FC1=CC=CC(=N1)NC1=C(C(=O)NOC(C)C)C=CC=N1